C12(CCC1)C(NCC(NCCC(NCC(NCC(NCC(NCC(NCC(NCC(NCC(N1CCCC1C(N2)=O)=O)=O)=O)=O)=O)=O)=O)=O)=O)=O spiro[1,4,7,10,13,16,19,22,26,29,32-undecazabicyclo[32.3.0]heptatriacontane-31,1'-cyclobutane]-2,5,8,11,14,17,20,23,27,30,33-undecone